N1N=NC2=C1C=CC(=C2)C#N 1H-1,2,3-benzotriazole-5-carbonitrile